FC1=CC=CC(=N1)S(=O)(=O)NC1=NC(=C(N=C1)N1N=C(C=C1)OCC(C(F)(F)F)(C)C)C1=C(C=CC=C1)CCCCCCNCC(C)(S(N)(=O)=O)C 6-fluoro-N-[6-[2-[6-[(2-methyl-2-sulfamoyl-propyl)amino]hexyl]phenyl]-5-[3-(3,3,3-trifluoro-2,2-dimethyl-propoxy)pyrazol-1-yl]pyrazin-2-yl]pyridine-2-sulfonamide